C(=C)[N-]CC(C)C N-vinyl-isobutylamide